FC=1C=C(C=NC1OC)CN1C2CN(CC1C2)C2=CC=C(C=N2)C=2C=1N(C=C(C2)OC[C@@](C#C)(C)O)N=CC1 4-(6-(6-((5-Fluoro-6-methoxypyridin-3-yl)methyl)-3,6-diazabicyclo[3.1.1]heptan-3-yl)pyridine-3-yl)-6-(((S)-2-hydroxy-2-methylbut-3-yn-1-yl)oxy)pyrazolo[1,5-a]pyridine